4-Hexylaminobutan C(CCCCC)NCCCC